COC(=O)C12CNCC(CC1)C2 3-azabicyclo[3.2.1]octane-1-carboxylic acid methyl ester